(1R,2S,5S)-3-((2S,3R)-3-methoxy-2-(2,2,2-trifluoroacetamido)butanoyl)-6,6-dimethyl-3-azabicyclo[3.1.0]hexane-2-carboxylic acid CO[C@@H]([C@@H](C(=O)N1[C@@H]([C@H]2C([C@H]2C1)(C)C)C(=O)O)NC(C(F)(F)F)=O)C